tert-butyl 5-(6-((5-isopropyl-1H-pyrazol-3-yl)amino)pyrazin-2-yl)-3,6-dihydropyridine-1(2H)-carboxylate C(C)(C)C1=CC(=NN1)NC1=CN=CC(=N1)C1=CCCN(C1)C(=O)OC(C)(C)C